4-fluoro-3-(trifluoromethyl)benzylamine FC1=C(C=C(CN)C=C1)C(F)(F)F